Tricyclo[4.3.2.22,5]tridecane C12C3CCC(C(CCC1)CC2)CC3